4-(3-nitrophenyl)-3,5-pyridinedicarboxylic acid 2-methoxyethyl (2E)-3-phenyl-2-propenyl ester C1(=CC=CC=C1)/C=C/COC(=O)C=1C(=C(C=NC1)C(=O)OCCOC)C1=CC(=CC=C1)[N+](=O)[O-]